N,N'-bis(2-ethylhexyl)-3,7-bis(4-(5-(2-ethylhexyl)-2-thienyl)phenyl)-2,6-dioxo-1,2,5,6-tetrahydrobenzo[1,2-b:4,5-b']dipyrrole C(C)C(CN1C=2C(=C(C1=O)C1=CC=C(C=C1)C=1SC(=CC1)CC(CCCC)CC)C=C1N(C(C(=C1C2)C2=CC=C(C=C2)C=2SC(=CC2)CC(CCCC)CC)=O)CC(CCCC)CC)CCCC